tert-butyl Sulfoxide C(C)(C)(C)S(=O)C(C)(C)C